5-(2-Methyl-4-phenoxyphenyl)-4-oxo-N-((1S,2S)-2-propionamidocyclopentyl)-4,5-dihydro-3H-1-thia-3,5,8-triazaacenaphthylene-2-carboxamide CC1=C(C=CC(=C1)OC1=CC=CC=C1)N1C(NC2=C(SC=3N=CC=C1C32)C(=O)N[C@@H]3[C@H](CCC3)NC(CC)=O)=O